C(#N)C1=CC=2N(N=C1)C(=CC2)C2=CC(=C(C=N2)C2=NN=C(S2)N2CCN(CC2)C(=O)OC(C)(C)C)NC2CC2 tert-butyl 4-[5-(6-{3-cyanopyrrolo[1,2-b]pyridazin-7-yl}-4-(cyclopropylamino)pyridin-3-yl)-1,3,4-thiadiazol-2-yl]piperazine-1-carboxylate